C(C)(C)(C)N1N=C(C=C1[C@@H]1C[C@@H](CC1)O)NC(OCC1=CC=CC=C1)=O benzyl cis-(1-(tert-butyl)-5-(3-hydroxycyclopentyl)-1H-pyrazol-3-yl)carbamate